5',5''''-(naphtho[2,3-c][1,2,5]thiadiazole-4,9-diyl)bis(4''-(5,5-dimethyl-1,3-dioxan-2-yl)-[1,1':3',1''-terphenyl]-4-amine) N=1SN=C2C1C(=C1C=CC=CC1=C2C=2C=C(C=C(C2)C2=CC=C(C=C2)N)C2=CC=C(C=C2)C2OCC(CO2)(C)C)C=2C=C(C=C(C2)C2=CC=C(C=C2)N)C2=CC=C(C=C2)C2OCC(CO2)(C)C